CN1C=NC=C1C(=O)NC1=C(C=CC(=C1)NC(=O)C1=C(SC=C1)C)C 1-Methyl-N-(2-methyl-5-{[(2-methyl-3-thienyl)carbonyl]amino}phenyl)-1H-imidazole-5-carboxamide